4-((7-chloro-1-methyl-6-((4-(methylamino)pyrazolo[1,5-a]pyrazin-3-yl)oxy)-1H-imidazo[4,5-b]pyridin-2-yl)amino)-6-cyclopropyl-2-methylpyridazin-3(2H)-one ClC1=C2C(=NC=C1OC=1C=NN3C1C(=NC=C3)NC)N=C(N2C)NC=2C(N(N=C(C2)C2CC2)C)=O